2-chloro-4-isopropyl-6-phenyl-1,3,5-triazine ClC1=NC(=NC(=N1)C(C)C)C1=CC=CC=C1